(S)-2-((((9H-fluoren-9-yl)methoxy)carbonyl)amino)-3-(7-(5-(2-(tert-butoxy)-2-oxoethyl)pyridin-2-yl)-1-(tert-butoxycarbonyl)-1H-indol-3-yl)propanoic acid C1=CC=CC=2C3=CC=CC=C3C(C12)COC(=O)N[C@H](C(=O)O)CC1=CN(C2=C(C=CC=C12)C1=NC=C(C=C1)CC(=O)OC(C)(C)C)C(=O)OC(C)(C)C